CC1(OCC(CO1)N1C(C(=C(CC1C)CCC)CCC)=O)C 1-(2,2-Dimethyl-1,3-dioxan-5-yl)-6-methyl-3,4-dipropyl-5,6-dihydropyridin-2(1H)-one